FC(OC1=CC=C(C=C1)C1=CN=C2N1C=CN=C2NC2=CC(=C(C=C2)C(=O)N2CCC(CC2)N2CCN(CC2)CC)C)F [4-[[3-[4-(difluoromethoxy)phenyl]imidazo[1,2-a]pyrazin-8-yl]amino]-2-methylphenyl]-[4-(4-ethylpiperazin-1-yl)piperidin-1-yl]methanone